CN1C(CC(CC1(C)C)OC(C(C(=O)OC1CC(N(C(C1)(C)C)C)(C)C)(CCCC)CC1=CC(=C(C(=C1)C(C)(C)C)O)C(C)(C)C)=O)(C)C bis-(1,2,2,6,6-pentamethyl-4-piperidinyl)-(3,5-ditertbutyl-4-hydroxybenzyl)butyl-propanedioate